C1=C(C=CC=2OC3=C(C21)C=CC=C3)C3=NOC(=N3)C3=NNC=C3[N+](=O)[O-] 3-(Dibenzo[b,d]furan-2-yl)-5-(4-nitro-1H-pyrazol-3-yl)-1,2,4-oxadiazole